(S)-2-((4-((1-(4-fluorophenyl)-2-hydroxyethyl)amino)-5-(3-(quinuclidin-4-yl)-1,2,4-oxadiazol-5-yl)pyrimidin-2-yl)amino)-6,7-dihydro-5H-pyrrolo[3,4-b]pyridin-5-one FC1=CC=C(C=C1)[C@@H](CO)NC1=NC(=NC=C1C1=NC(=NO1)C12CCN(CC1)CC2)NC2=CC=C1C(=N2)CNC1=O